6-(benzyloxy)-7-methoxy-1-[(E)-2-{4-methoxy-2-methyl-5-[(1-methyl-1H-indazol-6-yl)methoxy]phenyl}ethenyl]-1,2,3,4-tetrahydroisoquinoline C(C1=CC=CC=C1)OC=1C=C2CCNC(C2=CC1OC)\C=C\C1=C(C=C(C(=C1)OCC1=CC=C2C=NN(C2=C1)C)OC)C